C(C)C=1C(=CC=C2C=C(C=C(C12)C1=C(C=2N=C(N=C(C2C=N1)N1CCOCCC1)OCC1(CCC(N1)=O)C)F)O)F 5-(((7-(8-ethyl-7-fluoro-3-hydroxynaphthalen-1-yl)-8-fluoro-4-(1,4-oxazepan-4-yl)pyrido[4,3-d]pyrimidin-2-yl)oxy)methyl)-5-methylpyrrolidin-2-one